C1(C=CC=CC1)C1=C(C=CC=C1)CCCC(NCC1=C(C=CC=C1)CS(=O)(=O)C1=CC=C(C=C1)C1=CC=CC=C1)P(O)(O)=O.C(C)N(CC)C=1C=NC=CC1 3-(N,N'-diethylamino)pyridine cyclohexa-2,4-dien-1-yl-phenyl-(1-((2-(([1,1'-biphenyl]-4-ylsulfonyl)methyl)benzyl)amino)butyl)phosphonate